ClC=1C=NC(=NC1)N1CCC2(C(CC2)CCOC2=CC(=C(C(=C2)F)CC(=O)N2CC(C2)CNC[C@@H]([C@H]([C@@H]([C@@H](CO)O)O)O)O)F)CC1 2-[4-[2-[7-(5-chloropyrimidin-2-yl)-7-azaspiro[3.5]nonan-3-yl]ethoxy]-2,6-difluoro-phenyl]-1-[3-[[[(2S,3R,4R,5R)-2,3,4,5,6-pentahydroxyhexyl]amino]methyl]azetidin-1-yl]ethanone